C(C)OC(=O)C=1C=C2N(C3=CC=C(C=C3N=C2N)C=2OC=CC2)C1 4-amino-7-(furan-2-yl)pyrrolo[1,2-a]quinoxaline-2-carboxylic acid ethyl ester